decalin-2,5-dicarboxylic acid C1C(CCC2C(CCCC12)C(=O)O)C(=O)O